O[C@@H]1[C@@](C[C@H]([C@@]2([C@H]3[C@]([C@H]1C)(CCC3=O)CC[C@H]2C)C)C(C(=O)[O-])OS(=O)(=O)C2=CC=C(C)C=C2)([C@H]2OC2)C (3aR,4R,5R,7R,8S,9R,9aS,12R)-8-hydroxy-4,7,9,12-tetramethyl-7-((R)-oxiran-2-yl)-3-oxodecahydro-4,9a-propanocyclopenta[8]annulen-5-yl-2-(tosyloxy)acetate